tert-butyl (3-fluoro-5-methoxyphenethyl)carbamate FC=1C=C(CCNC(OC(C)(C)C)=O)C=C(C1)OC